Ethyl (S*)-5-(4-(difluoromethoxy)-6-(3,3,3-trifluoro-2-methylpropyl)pyridin-3-yl)-1-ethyl-4-methyl-1H-pyrazole-3-carboxylate FC(OC1=C(C=NC(=C1)C[C@@H](C(F)(F)F)C)C1=C(C(=NN1CC)C(=O)OCC)C)F |o1:10|